2-(trifluoromethyl)benzyl cyanide FC(C1=C(CC#N)C=CC=C1)(F)F